C1(CCCCC1)N[C@@H](CCCNC(N)=N)C(=O)N[C@@H](C)C(=O)N[C@@H](CCCNC(N)=N)C(=O)[NH-] cyclohexyl-arginyl-alanyl-arginyl-amide